5-Cyclopropyl-6-(3-methylimidazo[4,5-c]pyridin-7-yl)-3-[[5-methyl-1-[rel-(2S)-2,3-difluoropropyl]pyrazol-4-yl]amino]pyrazin-2-carboxamid C1(CC1)C=1N=C(C(=NC1C=1C2=C(C=NC1)N(C=N2)C)C(=O)N)NC=2C=NN(C2C)C[C@@H](CF)F |o1:30|